Cl.N[C@@H]1CN(C[C@H](C1)F)C1=CC(=NC=C1C=1C=NN(C1)CC(F)(F)F)NC1=NC(=NC=C1)C1=C(C=C(C=C1OC)F)F N-(4-((3S,5S)-3-amino-5-fluoropiperidin-1-yl)-5-(1-(2,2,2-trifluoroethyl)-1H-pyrazol-4-yl)pyridin-2-yl)-2-(2,4-difluoro-6-methoxyphenyl)pyrimidin-4-amine hydrochloride